ethyl (E)-4-[3-(7-chlorodibenzo[b,e][1,4]oxazepin-5(11H)-yl)propylamino]but-2-enoate ClC1=CC2=C(OCC3=C(N2CCCNC/C=C/C(=O)OCC)C=CC=C3)C=C1